1-(4-(quinolin-3-yl)pyrimidin-2-yl)piperidine N1=CC(=CC2=CC=CC=C12)C1=NC(=NC=C1)N1CCCCC1